succinimidyl-pyridyl-dithiopropionate C1(CCC(N1C(C(=S)[S-])(C)C1=NC=CC=C1)=O)=O